C(CCCCCCCCCCCCCCC)(=O)[C@]1(C[C@H](NC1)C(=O)O)O 4-palmitoyl-hydroxyproline